C1(CC1)C(C(=O)N1C(CCCC1)C=1NC=C(N1)C1=CC=CC=C1)OC 2-cyclopropyl-2-methoxy-1-(2-(4-phenyl-1H-imidazol-2-yl)piperidin-1-yl)ethan-1-one